ClC1=C(C=CC=C1)S(=O)(=O)NC1=CC(=C(C=C1)C=1C=C2C=NC(=NC2=CC1)NC1CCC(CC1)NC(OC(C)(C)C)=O)C tert-butyl ((1r,4r)-4-((6-(4-(2-chlorophenylsulfonamido)-2-methylphenyl)quinazolin-2-yl)amino)cyclohexyl)carbamate